BrC1=C(C=C(C=C1C)[N+](=O)[O-])OCOCC 2-Bromo-1-(ethoxymethoxy)-3-methyl-5-nitrobenzene